TEREPHTHALAMIDINE C(C1=CC=C(C(=N)N)C=C1)(=N)N